dodecanyl-2-methyl-L-glutamic acid C(CCCCCCCCCCC)N[C@@](CCC(=O)O)(C(=O)O)C